ClC1=C(C(=CC=C1Cl)O)C(C1=CC=NC=C1)CC(=O)N [(2,3-dichloro-6-hydroxyphenyl)(pyridin-4-yl)methyl]acetamide